N'-neopentyl-(pyridin-2-ylmethyl)benzimidazoline C(C(C)(C)C)N1C(=NC2=C1C=CC=C2)CC2=NC=CC=C2